tert-butyl 5-(2-hydroxyethoxy)pentanoate OCCOCCCCC(=O)OC(C)(C)C